(2R,6S,E)-6-((tert-butoxycarbonyl)amino)-6-(4-chloropyridin-2-yl)-2-methylhex-4-enoic acid C(C)(C)(C)OC(=O)N[C@@H](/C=C/C[C@H](C(=O)O)C)C1=NC=CC(=C1)Cl